FC1CC(C2=CC=CC=C12)N 3-fluoro-2,3-dihydro-1H-inden-1-amine